(S)-6-isopropoxy-N-(pyrazolo[1,5-a]pyrimidin-3-yl)-2-(tetrahydro-2H-pyran-3-yl)-2H-pyrazolo[3,4-b]pyridine-5-carboxamide C(C)(C)OC=1C(=CC=2C(N1)=NN(C2)[C@@H]2COCCC2)C(=O)NC=2C=NN1C2N=CC=C1